(E)-2-(2-hydroxy-5-methylbenzylidene)cyclohexan-1-one OC1=C(\C=C/2\C(CCCC2)=O)C=C(C=C1)C